(3-chlorobenzoylamino)-5-{4-[2-oxo-2-(pyrrolidin-1-yl)ethyl]piperazin-1-yl}benzoic acid ClC=1C=C(C(=O)NC2=C(C(=O)O)C=C(C=C2)N2CCN(CC2)CC(N2CCCC2)=O)C=CC1